3-(8-cyanoquinolin-5-yl)-N-(1-methylazetidin-3-yl)-5-(Trifluoromethyl)-3-azabicyclo[3.1.0]hexane-1-carboxamide C(#N)C=1C=CC(=C2C=CC=NC12)N1CC2(CC2(C1)C(F)(F)F)C(=O)NC1CN(C1)C